O=C1CCC2=CC=CC=C12 1,3-dihydro-3-oxo-2H-inden